FC=1C=C(C=C(C1[Si](C)(C)C)F)NC(C(C1CCOCC1)N(C(CC1=CC(=NO1)O)=O)C)=O N-(2-((3,5-difluoro-4-(trimethylsilyl)phenyl)amino)-2-oxo-1-(tetrahydro-2H-pyran-4-yl)ethyl)-2-(3-hydroxy-1,2-oxazol-5-yl)-N-methylacetamide